FC=1C=C(C=CC1)C1=CNC=2N=C(N=C(C21)NC2=C(C=CC=C2)S(=O)(=O)N(C)C)NC2=C(C=C1CCN(CC1=C2)C)OC 2-((5-(3-fluorophenyl)-2-((6-methoxy-2-methyl-1,2,3,4-tetrahydroisoquinolin-7-yl)amino)-7H-pyrrolo[2,3-d]pyrimidin-4-yl)amino)-N,N-dimethylbenzenesulfonamide